C1(CCCC1)C1=NN(C=C1)C(C(=O)ON=C(N)C1CN(CC12CN(C2)C(=O)OC(C)(C)C)C(=O)OCC=C)C 6-allyl 2-(tert-butyl) 8-(N'-((2-(3-cyclopentyl-1H-pyrazol-1-yl)propanoyl)oxy)carbamimidoyl)-2,6-diazaspiro[3.4]octane-2,6-dicarboxylate